5-(6-chloro-5-methoxy-pyrimidin-4-yl)-2-oxa-5-azabicyclo[2.2.2]Octane ClC1=C(C(=NC=N1)N1C2COC(C1)CC2)OC